Methyl 6-(6-azaspiro[2.5]octan-6-yl)pyrido[2,3-e]pyrrolo[1,2-a]pyrazine-3-carboxylate C1CC12CCN(CC2)C=2C=1N(C3=C(N2)N=C(C=C3)C(=O)OC)C=CC1